O1CCN(CC1)C1=NC=2C(=CC(=CC2C=2N1C=C(N2)C(F)(F)F)C(F)(F)F)C(C)NC2=C(C(=O)O)C=CC=C2 2-((1-(5-morpholino-2,9-bis(trifluoromethyl)imidazo[1,2-c]quinazolin-7-yl)ethyl)amino)benzoic acid